1-(tert-butoxycarbonyl)-2-(1H-1,2,3-triazol-4-yl)-ethane C(C)(C)(C)OC(=O)CCC=1N=NNC1